(E)-N-(4-(1-(4-(piperidin-4-yl)benzoyl)piperidin-4-yl)butyl)-3-(pyridin-3-yl)acrylamide N1CCC(CC1)C1=CC=C(C(=O)N2CCC(CC2)CCCCNC(\C=C\C=2C=NC=CC2)=O)C=C1